6-chloro-N-(3-(4-(4-(quinoxalin-2-yl)-1H-pyrazol-1-yl)piperidin-1-yl)phenyl)pyridin-2-amine ClC1=CC=CC(=N1)NC1=CC(=CC=C1)N1CCC(CC1)N1N=CC(=C1)C1=NC2=CC=CC=C2N=C1